3-fluoro-5-((2-fluoro-4-iodophenyl)amino)-N-(1-isopropylazetidin-3-yl)isonicotinamide FC1=C(C(=O)NC2CN(C2)C(C)C)C(=CN=C1)NC1=C(C=C(C=C1)I)F